NC=1C=CC(=NC1)N1CCC(CC1)C(=O)NCCNC(C(F)(F)F)=O 1-(5-aminopyridin-2-yl)-N-(2-(2,2,2-trifluoroacetamido)ethyl)piperidine-4-carboxamide